C(C=C)(=O)OCCCS(=O)(=O)O 3-(acryloyl)oxypropylsulfonic acid